di(benzoyl)hexane C(C1=CC=CC=C1)(=O)C(CCCCC)C(C1=CC=CC=C1)=O